2-methacryloyl-lysine C(C(=C)C)(=O)[C@](N)(CCCCN)C(=O)O